3-[3-isopropyl-4-({6-methoxy-7-[3-(methylsulfonyl)propoxy]-4-quinolinyl}oxy)phenyl]-1-[5-(trifluoromethyl)-3-pyridinyl]-2,4-imidazolidinedione C(C)(C)C=1C=C(C=CC1OC1=CC=NC2=CC(=C(C=C12)OC)OCCCS(=O)(=O)C)N1C(N(CC1=O)C=1C=NC=C(C1)C(F)(F)F)=O